6-(tert-butoxycarbonyl)-L-lysine benzyl ester monohydrochloride Cl.C(C1=CC=CC=C1)OC([C@@H](N)CCCC(N)C(=O)OC(C)(C)C)=O